2-cyano-1-(5-((1-benzoyl)piperazine-4-yl)pentyl)-3-(3-fluoro-4-pyridinyl)guanidine C(#N)N=C(NCCCCCN1CCN(CC1)C(C1=CC=CC=C1)=O)NC1=C(C=NC=C1)F